[2H]C1(CO[C@H](CCN1)C1=CC=C(C=C1)OC(F)(F)F)[2H] (7R)-3,3-dideuterio-7-[4-(trifluoromethoxy)phenyl]-1,4-oxazepane